COC1=C(C=CC=C1)N=NC1C(N(N=C1C)C1=CC=CC=C1)=O 4-[(2-methoxyphenyl)diazenyl]-5-methyl-2-phenyl-4H-pyrazol-3-one